methyl (2S,3R)-2-(2-chloro-5-fluoro-3-methyl-phenyl)-1-[2-[3-cyclopropyl-5-(trifluoromethyl)pyrazol-1-yl]acetyl]pyrrolidine-3-carboxylate ClC1=C(C=C(C=C1C)F)[C@H]1N(CC[C@H]1C(=O)OC)C(CN1N=C(C=C1C(F)(F)F)C1CC1)=O